(1R,3R)-2-(2-fluoro-2-methylpropyl)-1-(2-fluoro-4-(2-(3-(fluoromethyl)azetidin-1-yl)ethoxy)phenyl)-3-methyl-2,3,4,9-tetrahydro-1H-pyrido[3,4-b]indole FC(CN1[C@@H](C=2NC3=CC=CC=C3C2C[C@H]1C)C1=C(C=C(C=C1)OCCN1CC(C1)CF)F)(C)C